NC=1C(=NC=C(C1)Br)N[C@H](C(=O)OCC)[C@@H](C1=CC=CC=C1)NC(=O)OC(C)(C)C ethyl (2S,3R)-2-[(3-amino-5-bromo-2-pyridyl)amino]-3-(tert-butoxycarbonylamino)-3-phenyl-propanoate